FC(C=1C=C(CBr)C=C(C1)C(F)(F)F)(F)F 3,5-bistrifluoromethylbenzyl bromide